4-(naphthalene-2-oxy)butyric acid C1=C(C=CC2=CC=CC=C12)OCCCC(=O)O